C(OC1=CC=C(C=C1)CN)([2H])([2H])[2H] [4-(2H3)methoxyphenyl]methanamine